4-((5-(butoxycarbonyl)-3-(methylcarbamoyl)-2-oxopyridin-1(2H)-yl)methyl)indoline-1-carboxylic acid tert-butyl ester C(C)(C)(C)OC(=O)N1CCC2=C(C=CC=C12)CN1C(C(=CC(=C1)C(=O)OCCCC)C(NC)=O)=O